butyl 4-(7-(6-(bis(4-methoxybenzyl)amino)-4-methyl-3-(trifluoromethyl)pyridin-2-yl)-6-chloro-2,8-difluoroquinazolin-4-yl)piperazine-1-carboxylate COC1=CC=C(CN(C2=CC(=C(C(=N2)C2=C(C=C3C(=NC(=NC3=C2F)F)N2CCN(CC2)C(=O)OCCCC)Cl)C(F)(F)F)C)CC2=CC=C(C=C2)OC)C=C1